HEXAETHYLENE GLYCOL PHENYL ETHER C1(=CC=CC=C1)OCCOCCOCCOCCOCCOCCO